1-phenyl-3-(2,2,2-trifluoroethan-1-on-1-yl)benzo[h]quinolin C1(=CC=CC=C1)N1CC(=CC2=CC=C3C(=C12)C=CC=C3)C(C(F)(F)F)=O